OCCOCC(=O)N 2-(2-hydroxyethoxy)acetamide